C(N)(=O)C(C(C)C1=NC=CC=C1)NC(=O)[C@@H]1[C@H]2C([C@H]2CN1C(=O)[C@H](C(C)(C)C)NC(OC(C)(C)C)=O)(C)C tert-butyl N-[(1S)-1-[(1R,2S,5S)-2-[[1-carbamoyl-2-(2-pyridyl)propyl]carbamoyl]-6,6-dimethyl-3-azabicyclo[3.1.0]hexane-3-carbonyl]-2,2-dimethyl-propyl]carbamate